C(C1=CC=CC=C1)OC(=O)N1CC[C@@H]2N(C([C@H](C1)NC(=O)OC(C)(C)C)=O)[C@@H](CC2)C(N(C2=CC=CC=C2)C)=O (5S,8S,10aR)-5-((tert-Butoxycarbonyl)amino)-8-(methyl-(phenyl)carbamoyl)-6-oxooctahydropyrrolo[1,2-a][1,5]diazocine-3(4H)-carboxylic acid benzyl ester